6-bromo-8-methyl-1,2,3,4-tetrahydronaphthalen-1-ol BrC=1C=C2CCCC(C2=C(C1)C)O